ClC1=C(C(=O)NC2=C3C=NN(C3=CC=C2)C2=CC(=C(C=C2)C)C(F)(F)F)C=C(C=C1)CNC(CC(C)(C)C)=O 2-chloro-5-{[(3,3-dimethylbutyryl)amino]methyl}-N-{1-[4-methyl-3-(trifluoromethyl)phenyl]-1H-indazol-4-yl}benzamide